C(C)(C)(C)C1=CC=C(CC[Si](N[Si](CCC2=CC=C(C=C2)C(C)(C)C)(C)C)(C)C)C=C1 1,3-Di(para-t-butylphenethyl)tetramethyldisilazane